Ethyl 2-(4-((2,5-dioxo-3-(4-(trifluoromethyl)phenyl) imidazolin-1-yl)methyl)-2-methylphenoxy)-2-methylpropionate O=C1N(C(CN1C1=CC=C(C=C1)C(F)(F)F)=O)CC1=CC(=C(OC(C(=O)OCC)(C)C)C=C1)C